Mono-Iodoacetate ICC(=O)[O-]